C(C)(C)(C)OC(=O)N1C=C(C2=CC(=CC=C12)O[13CH3])Br.N1=C(C=CC=C1)NC(=O)C=1C=C2C(=CC1)OCCC21CC1 6-(2-pyridinylcarbamoyl)-2,3-dihydrospiro[chromen-4,1'-cyclopropane] tert-butyl-3-bromo-5-(methoxy-13C)-1H-indole-1-carboxylate